N-((3-chloro-4-fluorophenyl)(5-methyl-4-(methylsulfonyl)-1H-imidazol-2-yl)methyl)-5-methoxypyridin-2-amine ClC=1C=C(C=CC1F)C(NC1=NC=C(C=C1)OC)C=1NC(=C(N1)S(=O)(=O)C)C